N-(3-(pyrrolidin-1-yl)propyl)-2-(tetrahydro-2H-pyran-4-yl)-5-(trifluoromethyl)-1H-pyrrolo[2,3-b]pyridin-4-amine N1(CCCC1)CCCNC=1C2=C(N=CC1C(F)(F)F)NC(=C2)C2CCOCC2